N1=CCCC(=C1)C(=O)[O-] pyridine-5(4H)-carboxylate